N-(4-(benzofuran-2-yl)phenyl)-2-(benzo[d][1,3]dioxol-5-yl)acetamide O1C(=CC2=C1C=CC=C2)C2=CC=C(C=C2)NC(CC2=CC1=C(OCO1)C=C2)=O